1-(4-(2-(4-cyclopropylpiperazin-1-yl)-4-(trifluoromethyl)benzyl)piperazine-1-carbonyl)-1H-pyrazole-3-carboxylic acid tert-butyl ester C(C)(C)(C)OC(=O)C1=NN(C=C1)C(=O)N1CCN(CC1)CC1=C(C=C(C=C1)C(F)(F)F)N1CCN(CC1)C1CC1